(S)-N-(3-(2-chlorophenyl)-1-(4-hydroxypiperidin-1-yl)-1-oxopropan-2-yl)-4-cyclopropyl-1H-pyrrole-2-carboxamide ClC1=C(C=CC=C1)C[C@@H](C(=O)N1CCC(CC1)O)NC(=O)C=1NC=C(C1)C1CC1